NCC1=NC=CC(=N1)O 2-(aminomethyl)pyrimidin-4-ol